CNC=1N=CC(=C2C=C(N=CC12)NC(=O)C1CC1)C=1N=C2N(C=C(C=C2)N2CCOCC2)C1 N-(8-(methylamino)-5-(6-morpholinylimidazo[1,2-a]pyridin-2-yl)-2,7-naphthyridin-3-yl)cyclopropanecarboxamide